C1(CC1)C1=C2C=CN=C(C2=CC=C1)NC(C1=CC=C(C=C1)F)=O N-(5-Cyclopropylisoquinolin-1-yl)-4-fluorobenzamide